S(C12C(=C(C(CC1)C2)C(=O)O)C(=O)O)C21C(=C(C(CC2)C1)C(=O)O)C(=O)O thiobis(norbornene-2,3-dicarboxylic acid)